(3S)-3-azido-6-bromo-2,3-dihydro-1-benzofuran N(=[N+]=[N-])[C@@H]1COC2=C1C=CC(=C2)Br